tert-butyl (2R,3S,4S)-4-[(tert-butoxycarbonyl)oxy]-3-hydroxy-2-[(4-methoxy phenyl)methyl]pyrrolidine-1-carboxylate C(C)(C)(C)OC(=O)O[C@@H]1[C@H]([C@H](N(C1)C(=O)OC(C)(C)C)CC1=CC=C(C=C1)OC)O